ClC1=CC=C(C=C1)C1=N[C@H](C=2N(C3=C1C=C(C=C3)OC)C(=NN2)C)CC(=O)NCCC2=CC=C(C=C2)B(O)O (4-(2-(2-((4S)-6-(4-chlorophenyl)-8-methoxy-1-methyl-4H-benzo[f][1,2,4]triazolo[4,3-a][1,4]diazepin-4-yl)acetamido)ethyl)phenyl)boronic acid